C(C)(=O)C=1C=C(C=C2C(N(C(=NC12)N1CCOCC1)C)=O)C(F)(F)F 8-acetyl-3-methyl-2-morpholino-6-(trifluoromethyl)quinazolin-4(3H)-one